N1=CC(=CC=C1)C1N(CCCC1)C1=CC=C(C(=N1)C=1C=NC=CC1)O 6-(2-(pyridin-3-yl)piperidin-1-yl)-[2,3'-bipyridin]-3-ol